C(C)(C)(C)OC(=O)N[C@@H](CCCCN)C(=O)O N-(tert-butoxycarbonyl)-L-lysine